ClC1=C(C=CC=C1Cl)C12CN(CC2C1)C(=O)C1=CN(C2=C1C(N(C=C2C)C)=O)C 3-((1-(2,3-dichlorophenyl)-3-azabicyclo[3.1.0]hex-3-yl)carbonyl)-1,5,7-trimethyl-1,5-dihydro-4H-pyrrolo[3,2-c]pyridin-4-one